(E)-N-(4-(1-(6-(4-(6-((2-(2,6-dioxopiperidin-3-yl)-3-oxoisoindolin-5-yl)thio)hexyl)piperazin-1-yl)pyridazine-3-carbonyl)piperidin-4-yl)butyl)-3-(pyridin-3-yl)acrylamide O=C1NC(CCC1N1CC2=CC=C(C=C2C1=O)SCCCCCCN1CCN(CC1)C1=CC=C(N=N1)C(=O)N1CCC(CC1)CCCCNC(\C=C\C=1C=NC=CC1)=O)=O